N-(Imidazo[1,2-b]pyridazin-3-yl)-6-methoxy-2-((1s,4s)-4-(N-methylacetamido)cyclohexyl)-2H-indazole-5-carboxamide N=1C=C(N2N=CC=CC21)NC(=O)C2=CC1=CN(N=C1C=C2OC)C2CCC(CC2)N(C(C)=O)C